ClC1=C(OC2CN(CC2)C(=O)N2C[C@@H]3[C@@H](OCC(N3)=O)CC2)C=C(C=C1)C(F)(F)F (4aR,8aS)-6-[3-[2-Chloro-5-(trifluoromethyl)phenoxy]pyrrolidin-1-carbonyl]-4,4a,5,7,8,8a-hexahydropyrido[4,3-b][1,4]oxazin-3-on